N-(tert-butyl)-3-((5-methyl-2-((4-(4-(prop-2-yn-1-yl)piperazin-1-yl)phenyl)amino)pyrimidin-4-yl)amino)benzenesulfonamide C(C)(C)(C)NS(=O)(=O)C1=CC(=CC=C1)NC1=NC(=NC=C1C)NC1=CC=C(C=C1)N1CCN(CC1)CC#C